(S)-2-(4-bromophenyl)-5-methyl-1,2,3,3a-tetrahydropyrrolo[1,2-a]quinoxalin-4(5H)-on BrC1=CC=C(C=C1)[C@@H]1CC2N(C3=CC=CC=C3N(C2=O)C)C1